4-(5-amino-1-(4-(4-(2-hydroxyethyl)piperazin-1-yl)phenyl)-1H-pyrazol-3-yl)-2-fluorobenzonitrile NC1=CC(=NN1C1=CC=C(C=C1)N1CCN(CC1)CCO)C1=CC(=C(C#N)C=C1)F